C([C@@H]1[C@@H]([C@@H]([C@H]([C@@H](O1)O[C@H]2[C@H](O[C@H]([C@@H]([C@H]2O)O)O[C@H]3[C@H](OC([C@@H]([C@H]3O)O)O)CO)CO)O)O)O)O The molecule is a galactotriose consisting of two beta-D-galactopyranose residues and a D-galactopyranose residue joined in sequence by (1->4) glycosidic bonds. It derives from a beta-D-galactopyranosyl-(1->4)-D-galactopyranose and a beta-D-galactopyranosyl-(1->4)-beta-D-galactopyranose.